di(pentadecan-7-yl) 6,6'-((2-(4-hydroxycyclohexyl)ethyl)azanediyl)dihexanoate OC1CCC(CC1)CCN(CCCCCC(=O)OC(CCCCCC)CCCCCCCC)CCCCCC(=O)OC(CCCCCC)CCCCCCCC